3'-chloro-2'-(2,3-dihydrobenzofuran-5-yl)-[1,1'-biphenyl]-3-carboxylic acid ClC=1C(=C(C=CC1)C1=CC(=CC=C1)C(=O)O)C=1C=CC2=C(CCO2)C1